(rac)-(R)-4-(3-methyl-5,6-dihydro-8H-imidazo[5,1-c][1,4]oxazin-5-yl)aniline CC1=NC=C2COC[C@H](N21)C2=CC=C(N)C=C2 |r|